N-(2-(vinyloxy)ethoxy)-2-(2-fluoro-4-(methylthio)anilino)thieno[2,3-b]pyridine-3-carboxamide C(=C)OCCONC(=O)C1=C(SC2=NC=CC=C21)NC2=C(C=C(C=C2)SC)F